FC(C(C(F)(F)F)OC(=O)N1CCC2(CC2C(=O)O)CC1)(F)F 6-(((1,1,1,3,3,3-hexafluoropropan-2-yl)oxy)carbonyl)-6-azaspiro[2.5]octane-1-carboxylic Acid